(S)-6-bromo-3-(3-(5-methylpyridin-2-yloxy)pyrrolidin-1-yl)pyridinecarboxaldehyde BrC1=CC=C(C(=N1)C=O)N1C[C@H](CC1)OC1=NC=C(C=C1)C